BrC1=CC(=C(C=C1)NC1=C(C2=C(N(C=N2)C)C=C1C(=O)NOCC(=O)OC(C)(C)C)F)F tert-butyl 2-((5-((4-bromo-2-fluorophenyl)amino)-4-fluoro-1-methyl-1H-benzo[d]imidazole-6-carboxamido)oxy)acetate